FC1=C(OCCOCCOCCOCCCCNC=2C=C3C(N(C(C3=CC2F)=O)C2C(NC(CC2)=O)=O)=O)C(=CC=C1F)C=1N=C(SC1)N1CCOCC1 5-((4-(2-(2-(2-(2,3-difluoro-6-(2-morpholinothiazol-4-yl)phenoxy)ethoxy)ethoxy)ethoxy)butyl)amino)-2-(2,6-dioxopiperidin-3-yl)-6-fluoroisoindoline-1,3-dione